BrC=1C=2C3CCC(C2C=C2C4CCC(C12)CC4)CC3 9-Bromo-1,2,3,4,5,6,7,8-octahydro-1,4:5,8-Diethanoanthracene